CC1=NN(C(=C1)C)C=1N=NC(=NN1)N1N=C(C=C1C)C 3,6-di(3,5-dimethylpyrazol-1-yl)-1,2,4,5-tetrazine